ethylene glycol di-arachidate C(CCCCCCCCCCCCCCCCCCC)(=O)OCCOC(CCCCCCCCCCCCCCCCCCC)=O